CC1C=CC(CC1)C(=C)C 3-methyl-6-(1-methylvinyl)-cyclohexene